[La].[Fe].[Co] cobalt-iron-lanthanum